BrC1=C(C(=CC=C1)I)F 1-bromo-2-fluoro-3-iodobenzene